1-(1-(2-(dimethylamino)ethyl)-1H-pyrazol-3-yl)-3-(8-fluorochroman-4-yl)urea CN(CCN1N=C(C=C1)NC(=O)NC1CCOC2=C(C=CC=C12)F)C